1-(4-((2-(dimethylamino)ethyl)amino)-6-methylpyrimidin-2-yl)-3-(4-isopropoxyphenyl)urea CN(CCNC1=NC(=NC(=C1)C)NC(=O)NC1=CC=C(C=C1)OC(C)C)C